7-bromo-1H-1,5-naphthyridin-2-one BrC1=CN=C2C=CC(NC2=C1)=O